((5-chloro-7-(5-(3-chloro-6-cyano-5-cyclopropyloxy-2-fluorophenyl)-1-methyl-1H-pyrazol-4-yl)-4-oxo-3,4-dihydropyrido[3,4-d]pyridazin-1-yl)methyl)aminocarboxylic acid tert-butyl ester C(C)(C)(C)OC(=O)NCC=1C2=C(C(NN1)=O)C(=NC(=C2)C=2C=NN(C2C2=C(C(=CC(=C2C#N)OC2CC2)Cl)F)C)Cl